C(C)OC(=O)C1=NC(=C(N=C1C)C)Cl 6-chloro-3,5-dimethylpyrazine-2-carboxylic acid ethyl ester